N-ethyl-5-{[2-(ethylcarbamoyl)-1,3-dioxo-2,3-dihydro-1H-inden-5-yl]sulfonyl}-1,3-dioxo-2,3-dihydro-1H-indene-2-carboxamide C(C)NC(=O)C1C(C2=CC=C(C=C2C1=O)S(=O)(=O)C=1C=C2C(C(C(C2=CC1)=O)C(NCC)=O)=O)=O